N-((5-acetyl-6-(thiazol-4-ylmethoxy)-1-tosyl-1H-indol-2-yl)methyl)-1-methylcyclopropane-1-carboxamide C(C)(=O)C=1C=C2C=C(N(C2=CC1OCC=1N=CSC1)S(=O)(=O)C1=CC=C(C)C=C1)CNC(=O)C1(CC1)C